[NH+]1=CC=CC=C1.ClCOCCO ethylene glycol chloromethyl ether pyridinium salt